2-chloro-4-[[4-[[(1S)-2-hydroxy-1-phenyl-ethyl]amino]-5-(3-methyl-1,2,4-oxadiazol-5-yl)pyrimidin-2-yl]amino]-N-methyl-benzamide ClC1=C(C(=O)NC)C=CC(=C1)NC1=NC=C(C(=N1)N[C@H](CO)C1=CC=CC=C1)C1=NC(=NO1)C